N-(4-(chlorodifluoromethoxy)phenyl)-6-(4-(4-((2-(2,4-dioxotetrahydropyrimidin-1(2H)-yl)-1-oxoisoindolin-5-yl)methyl)piperazin-1-yl)piperidin-1-yl)-5-(1H-pyrazol-3-yl)nicotinamide ClC(OC1=CC=C(C=C1)NC(C1=CN=C(C(=C1)C1=NNC=C1)N1CCC(CC1)N1CCN(CC1)CC=1C=C2CN(C(C2=CC1)=O)N1C(NC(CC1)=O)=O)=O)(F)F